2-formyl-3-phenylpropanenitrile C(=O)C(C#N)CC1=CC=CC=C1